((6-(methylamino)pyridin-3-yl)methoxy)pyrazin-2-amine CNC1=CC=C(C=N1)COC=1C(=NC=CN1)N